COC1=C(CNC=2C3=C(N=CN2)C(=NC(=C3)C=3C=NN(C3)C)C3=C(C(=CC=C3C)OC)C)C=CC(=C1)OC N-(2,4-dimethoxybenzyl)-8-(3-methoxy-2,6-dimethylphenyl)-6-(1-methyl-1H-pyrazol-4-yl)pyrido[3,4-d]pyrimidin-4-amine